C(C1=CC=CC=C1)N(C(O)=O)C1=CC(=CC(=C1)C=C)C#N.FC1=C(COC=2C=CC3=C(C(=C(O3)C)C(=O)N[C@@H]3CNCC3)C2)C(=CC=C1)F (S)-5-((2,6-difluorobenzyl)oxy)-2-methyl-N-(pyrrolidin-3-yl)benzofuran-3-carboxamide benzyl-(3-cyano-5-vinylphenyl)carbamate